OCC=1C(=NC=NC1)N1CCN(CC1)C(=O)OC(C)(C)C Tert-Butyl 4-(5-(hydroxymethyl)pyrimidin-4-yl)piperazine-1-carboxylate